FC1=CC=C(C=C1)CN1C(C(=C(C2=CC=CN=C12)O)C(=O)NC1CC2(CC2)C1)=O 1-[(4-fluorophenyl)methyl]-4-hydroxy-2-oxo-N-spiro[2.3]hexan-5-yl-1,8-naphthyridine-3-carboxamide